BrC(C(=O)NC1=C(C=C(C(=C1)N1C(C=2CCCCC2C1=O)=O)F)Cl)C 2-bromo-N-(2-chloro-5-(1,3-dioxo-1,3,4,5,6,7-hexahydro-2H-isoindol-2-yl)-4-fluorophenyl)propanamide